6-acetyl-8-cyclopentyl-5-methyl-2-((4-(piperazin-1-yl)phenyl)-amino)pyrido[2,3-d]pyrimidin-7(8H)-one C(C)(=O)C1=C(C2=C(N=C(N=C2)NC2=CC=C(C=C2)N2CCNCC2)N(C1=O)C1CCCC1)C